((1S,4S,5S)-4-(4-((R)-8-azido-2-methyl-3-phenyloctan-2-yl)-2,6-dimethoxyphenyl)-6,6-dimethylbicyclo[3.1.1]hept-2-en-2-yl)methanamine N(=[N+]=[N-])CCCCC[C@@H](C(C)(C)C1=CC(=C(C(=C1)OC)[C@H]1C=C([C@@H]2C([C@H]1C2)(C)C)CN)OC)C2=CC=CC=C2